C1(CCO1)=O β-propionlactone